NCC=1C=C(C=CC1)C=1C=CC2=C(C(=C(O2)C(C(F)(F)F)O)COC2=C(C=CC=C2)CC(=O)OCC)C1 ethyl 2-(2-((5-(3-(aminomethyl)phenyl)-2-(2,2,2-trifluoro-1-hydroxy ethyl)benzofuran-3-yl)methoxy)phenyl)acetate